NCC(=O)NCCC(=O)O (3S)-3-(2-aminoacetylamino)propanoic acid